C(C)O[Si](C1CC(CC(C1)[Si](OCC)(OCC)OCC)[Si](OCC)(OCC)OCC)(OCC)OCC 1,3,5-tris(triethoxysilyl)cyclohexane